CC=1C(N(C=CN1)C1=CC=C(C=C1)B1OC(C(O1)(C)C)(C)C)=O 3-methyl-1-(4-(4,4,5,5-tetramethyl-1,3,2-dioxaborolan-2-yl)phenyl)pyrazin-2(1H)-one